(R)-6-fluoro-4-oxo-7-(2-(phenoxymethyl)pyrrolidin-1-yl)-1-phenyl-1,4-dihydroquinoline-3-carboxylic acid FC=1C=C2C(C(=CN(C2=CC1N1[C@H](CCC1)COC1=CC=CC=C1)C1=CC=CC=C1)C(=O)O)=O